N-(4,5-difluoro-2-(1-methylcyclopropyloxy)phenyl)-N-methyl-6-oxo-1-(prop-2-yn-1-yl)-1,6-dihydropyridine-2-carboxamide FC1=CC(=C(C=C1F)N(C(=O)C=1N(C(C=CC1)=O)CC#C)C)OC1(CC1)C